4-bromo-3,5-difluoro-phenylamine BrC1=C(C=C(C=C1F)N)F